BrC1=C(C(=CC(=C1)F)[N+](=O)[O-])CBr 1-bromo-2-(bromomethyl)-5-fluoro-3-nitrobenzene